5-bromo-3-[ethyl(oxan-4-yl)amino]-2-methylbenzoic acid BrC=1C=C(C(=C(C(=O)O)C1)C)N(C1CCOCC1)CC